C[C@H](CC(=O)OC)C(=O)O (R)-(+)-3-METHYLSUCCINIC ACID 1-MONOMETHYL ESTER